3-Cyclopropyl-6-[(5-Fluoropyridin-2-Yl)Methyl]-1-[(1S)-1-[6-(Trifluoromethyl)Pyridin-3-Yl]Propyl]-1H,4H,5H-Pyrazolo[3,4-d]Pyrimidin-4-One C1(CC1)C1=NN(C=2N=C(NC(C21)=O)CC2=NC=C(C=C2)F)[C@@H](CC)C=2C=NC(=CC2)C(F)(F)F